C(C1CO1)OC1=CC(=CC2=CC=CC=C12)OCC1CO1 1,3-bis(glycidoxy)naphthalene